fluoroorthoformate FC([O-])([O-])[O-]